7-chloro-4-(1-methyl-1H-1,2,3-triazol-4-yl)-1-((2-(trimethylsilyl)ethoxy)methyl)-1H-indazole ClC=1C=CC(=C2C=NN(C12)COCC[Si](C)(C)C)C=1N=NN(C1)C